C(C)OC1=C(C=C2C(=NC=NC2=C1)C=1C(=NN(C1)C)C1=CC=CC=C1)N1C(COCC1)=O 4-(7-ethoxy-4-(1-methyl-3-phenyl-1H-pyrazol-4-yl)quinazolin-6-yl)morpholin-3-one